1-carboxymethyl-3-vinylimidazole bromide [Br-].C(=O)(O)CN1CN(C=C1)C=C